valyl-urea trifluoroacetate FC(C(=O)O)(F)F.N[C@@H](C(C)C)C(=O)NC(=O)N